2-acetamido-2-(pyridin-2-ylmethyl)malonic acid C(C)(=O)NC(C(=O)O)(C(=O)O)CC1=NC=CC=C1